COC1=CC=C(CN2N=CC3=C(C2=O)C(=NN3CC(=O)OCC)C(F)(F)F)C=C1 ethyl 2-(5-(4-methoxybenzyl)-4-oxo-3-(trifluoromethyl)-4,5-dihydro-1H-pyrazolo[3,4-d]pyridazin-1-yl)acetate